ClC1=CC=C(S1)CNC1=CC(=NN1)C1CCN(CC1)CC1=C(C=CC=C1)OC N-[(5-chlorothiophen-2-yl)methyl]-3-{1-[(2-methoxyphenyl)methyl]piperidin-4-yl}-1H-pyrazol-5-amine